(2R,3R,4R,5S)-2-(pyrrolidin-1-ylmethyl)-5-((6-(trifluoromethyl)pyrazin-2-yl)amino)tetrahydro-2H-pyran-3,4-diol N1(CCCC1)C[C@H]1OC[C@@H]([C@H]([C@H]1O)O)NC1=NC(=CN=C1)C(F)(F)F